C(\C=C\C(=O)OC)(=O)OCC(N(CCOC(C)C)CCOC(C)C)=O {N,N-bis[2-(methylethoxy)ethyl]carbamoyl}methyl methyl (2E)-but-2-ene-1,4-dioate